3-bromo-2-methyl-2,6-dihydro-7H-pyrrolo[4,3,2-cd]indazol-7-one BrC1=NC=2C3=C1N(N=C3C(CC2)=O)C